4-(dimethylamino)thiophenol CN(C1=CC=C(C=C1)S)C